1-Ethyl-3-(3-dimethylaminopropyl)carbodiimid C(C)N=C=NCCCN(C)C